FC(C=1N=C(SC1)C(C)(C#C[Si](C)(C)C)O)(F)F 2-(4-(Trifluoromethyl)thiazol-2-yl)-4-(trimethylsilyl)but-3-yn-2-ol